6-chloro-1-methyl-4-[4-(5-methyl-1,3-benzoxazol-2-yl)piperidin-1-yl]-2-oxo-7-{[(3S)-oxolane-3-yl]oxy}-1,2-dihydroquinoline-3-carboxamide ClC=1C=C2C(=C(C(N(C2=CC1O[C@@H]1COCC1)C)=O)C(=O)N)N1CCC(CC1)C=1OC2=C(N1)C=C(C=C2)C